O1C=C(C2=C1C=CC=C2)C2=NN(C1=C2C=NC(=C1)C(=O)N1CCC(CC1)(F)F)CSC [3-(benzofuran-3-yl)-1-(methylsulfanyl-methyl)pyrazolo[4,3-c]Pyridin-6-yl]-(4,4-difluoro-1-piperidinyl)methanone